FC1=CC(=C(C=C1)C1=NC(=NO1)CN)C(F)(F)F (5-(4-fluoro-2-(trifluoromethyl)phenyl)-1,2,4-oxadiazol-3-yl)methylamine